Ethyl (E)-3-(4-azido-2-methoxyphenyl)acrylate N(=[N+]=[N-])C1=CC(=C(C=C1)/C=C/C(=O)OCC)OC